ClC=1C=NN2C1N=C(NC1=C2C=C(C=C1)N1C[C@H](CC1)F)C1=C(C=CC=C1F)F 3-chloro-5-(2,6-difluorophenyl)-9-[(3S)-3-fluoropyrrolidin-1-yl]-6H-pyrazolo[1,5-a][1,3,5]benzotriazepine